C(CCCCCCCCCCCCCCCCCCCCC)C(=O)CCCCCCCCCCCCCCCCCCCCCC docosanyl ketone